O1C(NC=2C1=C1CCNCC1=CC2)=O 6,7,8,9-tetrahydrooxazolo[5,4-f]isoquinolin-2(3H)-one